2-(octadecyl)ethanol C(CCCCCCCCCCCCCCCCC)CCO